N-stearylamide C(CCCCCCCCCCCCCCCCC)[NH-]